N1CC(C1)NC(C1=C(N=CC=C1)C(F)(F)F)=O N-(azetidin-3-yl)-2-(trifluoromethyl)nicotinamide